2-Amino-1-(3-methoxy-2,6-dimethylphenyl)-5-methyl-1H-pyrrolo[2,3-b]pyridine-3-carbonitrile NC1=C(C=2C(=NC=C(C2)C)N1C1=C(C(=CC=C1C)OC)C)C#N